6-chloro-2-(5-(2,2-difluoro-1-methoxyethyl)-1H-1,2,4-triazol-3-yl)-7-fluoro-3-(1H-imidazol-1-yl)-5-methoxy-1-methyl-1H-indole ClC1=C(C=C2C(=C(N(C2=C1F)C)C1=NNC(=N1)C(C(F)F)OC)N1C=NC=C1)OC